3-allyl-2-fluoro-benzaldehyde C(C=C)C=1C(=C(C=O)C=CC1)F